FC1=C2C=C(NC2=CC=C1F)C(=O)N[C@H](C(=O)NC=1C(N(C=CC1)CC(=O)NC1C2CC3CC(CC1C3)C2)=O)CCC(C(=O)NC)=O (S)-2-(4,5-Difluoro-1H-indole-2-carboxamido)-N1-(1-(2-(2-adamantylamino)-2-oxoethyl)-2-oxo-1,2-dihydropyridin-3-yl)-N6-methyl-5-oxohexandiamid